CC=1OC=CC1C(=O)NC1=NN(C2=CC(=CC=C12)C(F)(F)F)CC1=CC=C(C=C1)C(F)(F)F 2-methyl-N-(6-(trifluoromethyl)-1-(4-(trifluoromethyl)benzyl)-1H-indazol-3-yl)furan-3-carboxamide